O(C1=CC=CC=C1)C1=CC=C(CN2C[C@@H](C([C@@H](C2)O)O)O)C=C1 (3S,4r,5R)-1-(4-phenoxybenzyl)piperidine-3,4,5-triol